N1(CCNCC1)CCNC=1C=C(C=CC1C(F)(F)F)C1=NNC(O1)=O 5-[3-{[2-(Piperazin-1-yl)ethyl]amino}-4-(trifluoromethyl)phenyl]-1,3,4-oxadiazol-2(3H)-one